C[C@@H]1N(C[C@H](N(C1)C=1C=CC=C2C=CC(=NC12)C)C)C1=CC(N(C=2C=CC(=NC12)C#N)C)=O 8-((2S,5R)-2,5-Dimethyl-4-(2-methylchinolin-8-yl)piperazin-1-yl)-5-methyl-6-oxo-5,6-dihydro-1,5-naphthyridin-2-carbonitril